tert-butyl (2R,3R)-3-[[7-bromo-8-fluoro-2-[[(2S,4R)-4-methoxy-1-methyl-pyrrolidin-2-yl]methoxy]-6-(trifluoromethyl)quinazolin-4-yl]-methyl-amino]-2-methyl-pyrrolidine-1-carboxylate BrC1=C(C=C2C(=NC(=NC2=C1F)OC[C@H]1N(C[C@@H](C1)OC)C)N([C@H]1[C@H](N(CC1)C(=O)OC(C)(C)C)C)C)C(F)(F)F